ClC=1C=C(C#N)C=C(N1)N1C=NC(=C1)C 2-chloro-6-(4-methyl-1H-imidazol-1-yl)isonicotinonitrile